monooctyl diphenyl phosphite P(OCCCCCCCC)(OC1=CC=CC=C1)OC1=CC=CC=C1